3-methyl-4-pentyl-3-(9H-purin-8-yl)-[1,1'-biphenyl]-2,6-diol CC1(C(C(=C(C=C1CCCCC)O)C1=CC=CC=C1)O)C=1NC2=NC=NC=C2N1